S1(CCCCC1)(=O)=O thian dioxide